6-chloro-5-((4-(7-chloro-[1,2,4]triazolo[1,5-a]pyridin-6-yl)piperidin-1-yl)sulfonyl)imidazo[2,1-b]thiazole ClC=1N=C2SC=CN2C1S(=O)(=O)N1CCC(CC1)C=1C(=CC=2N(C1)N=CN2)Cl